3-phenylpropyl formate C(=O)OCCCC1=CC=CC=C1